2-(3-oxocyclobutyl)-5-(pyrazin-2-yl)-2,5,6,7-tetrahydro-3H-pyrrolo[2,1-c][1,2,4]triazol-3-one O=C1CC(C1)N1N=C2N(C1=O)C(CC2)C2=NC=CN=C2